OCCOC1=C(C=C(C=C1)C)C1(C2=CC=CC=C2C=2C=CC=CC12)C1=C(C=CC(=C1)C)OCCO 9,9-bis[2-(2-hydroxyethoxy)-5-methylphenyl]fluorene